N-[3-chloro-4-({(3S)-3-[(5S)-5-methyl-2-oxo-1,3-oxazolidin-5-yl]piperidin-1-yl}methyl)phenyl]-1-(4-fluorophenyl)-3-methyl-1H-pyrazole-4-carboxamide ClC=1C=C(C=CC1CN1C[C@H](CCC1)[C@]1(CNC(O1)=O)C)NC(=O)C=1C(=NN(C1)C1=CC=C(C=C1)F)C